N1(N=CC=2CCCCC12)C=1C=C2C(=CC=NC2=CC1)C(=O)OC(C)(C)C tert-Butyl 6-(4,5,6,7-tetrahydro-1H-indazol-1-yl)quinoline-4-carboxylate